ClC=1C=C2C=CC(=CC2=CC1)C1=NC(=NC(=N1)C1=CC=CC=C1)C1=CC=CC=C1 2-(6-chloronaphthalen-2-yl)-4,6-diphenyl-1,3,5-triazine